5-(3H-[1,2,3]triazolo[4,5-d]pyrimidin-5-yl)-N-(4-((benzyloxy)methyl)phenyl)-2-fluorobenzamide N1=NNC=2N=C(N=CC21)C=2C=CC(=C(C(=O)NC1=CC=C(C=C1)COCC1=CC=CC=C1)C2)F